4-Methylenedioxyaniline C1OC2=C(O1)C=C(C=C2)N